5-bromo-10-(naphthalene-1-yl)benzo[G]quinoline BrC1=C2C=CC=NC2=C(C2=C1C=CC=C2)C2=CC=CC1=CC=CC=C21